1-[4-(difluoromethoxy)-3-phenyl-phenyl]-5-ethyl-3-methyl-pyrazole-4-carboxylic acid FC(OC1=C(C=C(C=C1)N1N=C(C(=C1CC)C(=O)O)C)C1=CC=CC=C1)F